O[C@@H](C(=O)N1CC2=C(C=C(C=C2CC1)C=1C=C2C(=NC1)NC=C2C)[C@H]2NCCC2)C=2C=NC=CC2 (R)-2-hydroxyl-1-(6-(3-Methyl-1H-pyrrolo[2,3-b]pyridin-5-yl)-8-((S)-pyrrolidin-2-yl)-3,4-dihydroisoquinoline-2(1H)-yl)-2-(pyridin-3-yl)ethan-1-one